bis(1-adamantyl)-butyl-phosphorus C12(CC3CC(CC(C1)C3)C2)P(CCCC)C23CC1CC(CC(C2)C1)C3